isotridecyl isocyanate C(CCCCCCCCCC(C)C)N=C=O